4-[(2-Carbamoyl-3-methyl-6-pyridin-4-yl-imidazo[1,2-a]pyrazin-8-ylamino)-methyl]-4-cyano-piperidine-1-carboxylic acid tert-butyl ester C(C)(C)(C)OC(=O)N1CCC(CC1)(C#N)CNC=1C=2N(C=C(N1)C1=CC=NC=C1)C(=C(N2)C(N)=O)C